ClC1=CC(=C(C=C1)C1=NC(=C(C2=C1N=C(N(C2=O)C)C)F)N2C[C@H](OC1(CC1)C2)C=2C=NN(C2)C)F (R)-8-(4-chloro-2-fluorophenyl)-5-fluoro-2,3-dimethyl-6-(5-(1-methyl-1H-pyrazol-4-yl)-4-oxa-7-azaspiro[2.5]oct-7-yl)pyrido[3,4-d]pyrimidin-4(3H)-one